C(C)(C)C=1C(=NNC1C1=C2C(=NC=C1)NN=C2)C(=O)NC2CCN(CC2)C(C)C 4-isopropyl-N-(1-isopropylpiperidin-4-yl)-5-(1H-pyrazolo[3,4-b]pyridin-4-yl)-1H-pyrazole-3-carboxamide